NC(CC[C@H]1CC(N(C1)C(=O)OC(C)(C)C)(C)C)C=C tert-butyl (4S)-4-(3-aminopent-4-enyl)-2,2-dimethyl-pyrrolidine-1-carboxylate